OC1=C(C(N(C=C1C)C)=O)NC(N[C@@H](CC(=O)OCC)C=1C=C(C=CC1)C1=CC(=CC=C1)C)=O ethyl (S)-3-(3-(4-hydroxy-1,5-dimethyl-2-oxo-1,2-dihydropyridin-3-yl)ureido)-3-(3'-methyl biphenyl-3-yl)propanoate